N-(4-Fluorophenyl)-N1-(4-methoxyphenyl)-6-pyrrolidin-1-yl-[1,3,5]triazine-2,4-diamine hydrochloride Cl.FC1=CC=C(C=C1)NC1N(C(=NC(=N1)N)N1CCCC1)C1=CC=C(C=C1)OC